OC1=CC=C(C=C1)C(=C(CC)C1=CC=C(C=C1)O)C1=CC=C(C=C1)N1CCC(CC1)CN1C2CN(C(C1)C2)C=2C=C1C(N(C(C1=CC2)=O)C2C(NC(CC2)=O)=O)=O 5-(5-((1-(4-(1,2-bis(4-hydroxyphenyl)but-1-en-1-yl)phenyl)piperidin-4-yl)methyl)-2,5-diazabicyclo[2.2.1]heptan-2-yl)-2-(2,6-dioxopiperidin-3-yl)isoindoline-1,3-dione